4-chlorothiophene-2-carboxylate ClC=1C=C(SC1)C(=O)[O-]